tert-butyl (2R,4S,6S)-4-(4-(6-amino-2-fluoro-5-(1-oxo-1,2,3,4-tetrahydroisoquinolin-6-yl) pyridin-3-yl) phenoxy)-2,6-dimethylpiperidine-1-carboxylate NC1=C(C=C(C(=N1)F)C1=CC=C(OC2C[C@H](N([C@H](C2)C)C(=O)OC(C)(C)C)C)C=C1)C=1C=C2CCNC(C2=CC1)=O